N-[2-amino-5-(2-thienyl)phenyl]-6-(methylsulfonyl)pyridine-3-carboxamide NC1=C(C=C(C=C1)C=1SC=CC1)NC(=O)C=1C=NC(=CC1)S(=O)(=O)C